NC12CC(C1)(C2)C2=NOC(=N2)C=2C(=NC(=NC2)NC2=CC1=C(C(OC1(C)C)=O)C=C2)N[C@H](CO)C2=CC=CC=C2 5-{[5-(3-{3-aminobicyclo[1.1.1]pentan-1-yl}-1,2,4-oxadiazol-5-yl)-4-{[(1S)-2-hydroxy-1-phenylethyl]amino}pyrimidin-2-yl]amino}-3,3-dimethyl-1,3-dihydro-2-benzofuran-1-one